2,2'-((2-((4-(dioctylamino)-2-methylphenyl)diazenyl)-5-((4-nitrophenyl)diazenyl)-1,4-phenylene)bis(oxy))diethanol C(CCCCCCC)N(C1=CC(=C(C=C1)N=NC1=C(C=C(C(=C1)OCCO)N=NC1=CC=C(C=C1)[N+](=O)[O-])OCCO)C)CCCCCCCC